1,1-difluoro-N-(2-(1-(4-fluorophenyl)cyclopropoxy)-4-(4,4,5,5-tetramethyl-1,3,2-dioxaborolan-2-yl)phenyl)methanesulfonamide FC(S(=O)(=O)NC1=C(C=C(C=C1)B1OC(C(O1)(C)C)(C)C)OC1(CC1)C1=CC=C(C=C1)F)F